2-(bromomethyl)-6-fluoro-benzonitrile BrCC1=C(C#N)C(=CC=C1)F